CN1CCN(CC1)CCNC1=NC(=NC2=CC=CC=C12)C1=CNC=C1 N-(2-(4-methylpiperazin-1-yl)ethyl)-2-(1H-pyrrol-3-yl)quinazolin-4-amine